ClC=1C=CC=NC1N1CC(NCC1)C 5-chloro-6-(3-methylpiperazin-1-yl)pyridin